The molecule is an iminium ion that is the 6-dimethylamino derivative of N,N-dimethyl-9-phenyl-3H-xanthen-3-iminium. Used in the form of its chloride salt as a red-orange fluorescent dye. CN(C)C1=CC2=C(C=C1)C(=C3C=CC(=[N+](C)C)C=C3O2)C4=CC=CC=C4